ethyl (S,Z)-1-(3-(2-chlorophenyl)-2-((phenylthio)methyl)acryloyl)piperidine-3-carboxylate ClC1=C(C=CC=C1)\C=C(\C(=O)N1C[C@H](CCC1)C(=O)OCC)/CSC1=CC=CC=C1